6-(3,4-dimethoxyphenyl)-2-(4-methoxybenzyl)-4-(trifluoromethyl)pyridazin-3(2H)-one COC=1C=C(C=CC1OC)C=1C=C(C(N(N1)CC1=CC=C(C=C1)OC)=O)C(F)(F)F